CN(C1=CC=C(C(=O)N2CC3=CC=C(C=C3CC2)C(=O)O)C=C1)C 2-(4-(dimethylamino)benzoyl)-1,2,3,4-tetrahydroisoquinoline-6-carboxylic acid